N-[2-(2-aminoethoxy)ethyl]-2-methyl-4-[[3-[3-(trifluoromethyl)-1H-pyrazol-4-yl]imidazo[1,2-a]pyrazin-8-yl]amino]benzamide NCCOCCNC(C1=C(C=C(C=C1)NC=1C=2N(C=CN1)C(=CN2)C=2C(=NNC2)C(F)(F)F)C)=O